C1(CC1)C=1C=C(C=2N(C1)C=C(N2)CNC2=CC(=NC=N2)NC(=O)[C@@H]2[C@H](C2)C2=NC=CC(=N2)C)N2C(N(C(C2)=O)C)=O |r| rac-(1S*,2S*)-N-(6-(((6-cyclopropyl-8-(3-methyl-2,4-dioxoimidazolidin-1-yl)imidazo[1,2-a]pyridin-2-yl)methyl)amino)pyrimidin-4-yl)-2-(4-methylpyrimidin-2-yl)cyclopropane-1-carboxamide